3-(3-(1-benzyl-1H-1,2,4-triazol-3-yl)pyrrolidin-1-yl)-6-(1-methyl-1H-pyrazol-4-yl)pyrazolo[1,5-a]pyridine C(C1=CC=CC=C1)N1N=C(N=C1)C1CN(CC1)C=1C=NN2C1C=CC(=C2)C=2C=NN(C2)C